3,4-dihydro-2H-benzo[4,5]imidazo[2,1-b][1,3]oxazin-7-ol O1C=2N(CCC1)C1=C(N2)C=CC(=C1)O